CN1N=C(C(=N1)CC=1C=C2C(=CC=NC2=CC1)C(=O)OCC)C Ethyl 6-((2,5-dimethyl-2H-1,2,3-triazol-4-yl)methyl)quinoline-4-carboxylate